(7s,13r)-13-(difluoromethyl)-9-(2,6-difluorophenyl)-3,7-dimethyl-16-thia-2,5,8-triazatetracyclo[8.6.0.02,6.011,15]hexadeca-1(10),3,5,8,11(15)-pentaene FC([C@@H]1CC=2C=3C(=N[C@H](C4=NC=C(N4C3SC2C1)C)C)C1=C(C=CC=C1F)F)F